1H-1,2-Diazol N1N=CC=C1